C(CCCCCC(=O)OCC1CO1)(=O)OCC1CO1 diglycidyl pimelate